C1(CC1)C=1C2=C(C(N(C1)C1=CC(=CC=C1)C1(CC(C1)C)CC1=NN=CN1C)=O)N(C(=C2)CN2C[C@H](CCC2)C)S(=O)(=O)C2=CC=C(C=C2)C 4-cyclopropyl-6-[3-[3-methyl-1-[(4-methyl-1,2,4-triazol-3-yl)methyl]cyclobutyl]phenyl]-2-[[(3S)-3-methyl-1-piperidinyl]methyl]-1-(p-tolylsulfonyl)pyrrolo[2,3-c]pyridin-7-one